tetramethyl-methanediamine CN(CN(C)C)C